COC1=CC=C(C=C1)C1=NC2=CC=CC=C2C(=C1)NCCCN(C)CC1CCN(CC1)C(=O)OC(C)(C)C tert-Butyl 4-{[(3-{[2-(4-methoxyphenyl)quinolin-4-yl]amino}propyl)(methyl) amino]methyl}piperidine-1-carboxylate